C(C)C1=C(C=CC(=N1)N)C=1N=CC=C2C=CC=NC12 6-ethyl-5-(1,7-naphthyridin-8-yl)pyridin-2-amine